ClC1=NC=C(C(=N1)OC=1C=NC=2C=3C=4NC[C@H](NC(C4SC3C=CC2N1)=O)C)CN1C(CNCC1)=O (15R)-5-({2-chloro-5-[(2-oxopiperazin-1-yl)methyl]pyrimidin-4-yl}oxy)-15-methyl-11-thia-3,6,14,17-tetraazatetracyclo[8.8.0.02,7.012,18]octadeca-1(10),2(7),3,5,8,12(18)-hexaen-13-one